ClC=1C(=CC=C2N=CC(=NC12)C=1C=NN(C1)[C@@H]1[C@H](CN(CC1)C(=O)OC(C)(C)C)F)OC=1C=CC2=C(N(C(=N2)C)COCC[Si](C)(C)C)C1 (3S,4S)-tert-Butyl 4-(4-(8-chloro-7-((2-methyl-1-((2-(trimethylsilyl)ethoxy)methyl)-1H-benzo[d]imidazol-6-yl)oxy)quinoxalin-2-yl)-1H-pyrazol-1-yl)-3-fluoropiperidine-1-carboxylate